C(#C)C1(CC2(C1)CCC2)O 2-ethynylspiro[3.3]heptan-2-ol